NC1=NC=NN2C1=C(C=C2C=2C=NC(=C(C(=O)N[C@@H]1CN(C[C@@H]1F)C(=O)OC(C)(C)C)C2)OC)C(=O)N2CC(C2)(F)F tert-butyl (3R,4S)-3-(5-(4-amino-5-(3,3-difluoroazetidine-1-carbonyl)pyrrolo[2,1-f][1,2,4]triazin-7-yl)-2-methoxynicotinamido)-4-fluoropyrrolidine-1-carboxylate